1-[1,1'-Biphenyl]-4-yl-2-Phenylsulfanylethanon C1(=CC=C(C=C1)C(CSC1=CC=CC=C1)=O)C1=CC=CC=C1